C(C=C)(=O)N1C[C@@H](N(CC1)C=1C2=C(N(C(N1)=O)C=1C(=NC=CC1C)C(C)C)N=C(C(=C2)F)C2=C(C=CC=C2SC)F)C (S)-4-(4-acryloyl-2-methylpiperazin-1-yl)-6-fluoro-7-(2-fluoro-6-(methylthio)phenyl)-1-(2-isopropyl-4-methylpyridin-3-yl)pyrido[2,3-d]pyrimidin-2(1H)-one